BrC1=CC2=C(NCCO2)C=C1C(F)F 7-bromo-6-difluoromethyl-3,4-dihydro-2H-benzo[1,4]oxazine